[Cl-].[Cl-].C[Si](=[Zr+2](C1C(=CC2=C(C=CC=C12)C1=CC=C(C=C1)C(C)(C)C)C)C1C(=CC2=C(C(=C(C=C12)C(C)(C)C)OC)C1=CC=CC=C1)C)C rac-trans-dimethylsilanediyl-(2-methyl-4-phenyl-5-methoxy-6-tert-butylindenyl)(2-methyl-4-(4-tert-butylphenyl)indenyl)zirconium dichloride